4-amino-N-benzyl-N-methylimidazo[1,5-a]quinoxaline-8-formamide NC=1C=2N(C3=CC(=CC=C3N1)C(=O)N(C)CC1=CC=CC=C1)C=NC2